CN(CCN(C1=C(C=C(C=C1)NC1=NC=C(C(=N1)N1C=C(C2=CC=CC=C12)C(=O)N)Cl)OC)C)C 1-(2-{4-[(2-dimethylamino-ethyl)-methyl-amino]-3-methoxy-phenylamino}-5-chloro-pyrimidin-4-yl)-1H-indole-3-carboxamide